C(#N)C1(CC1)C(=O)NC=1C=CC(=NC1)C=1N=NN(C1NC(O[C@H](C)C=1C(=NC=CC1)F)=O)C (R)-1-(2-fluoropyridin-3-yl)ethyl (4-(5-(1-cyanocyclopropane-1-carboxamido)pyridin-2-yl)-1-methyl-1H-1,2,3-triazol-5-yl)carbamate